3-((5'S,7a'R)-5'-(3,5-difluorophenyl)-3'-oxo-tetrahydro-3'H-spiro-[piperidine-4,2'-pyrrolo-[2,1-b]oxazole]-1-carbonyl)benzonitrile FC=1C=C(C=C(C1)F)[C@@H]1CC[C@H]2OC3(C(N21)=O)CCN(CC3)C(=O)C=3C=C(C#N)C=CC3